ClC1=CC=C(C=C1)S(=O)(=O)N1C=C(C2=C(C=CC=C12)I)C=O 1-((4-chlorophenyl)sulfonyl)-4-iodo-1H-indole-3-carbaldehyde